COC(=O)C=1N=CC(=NC1)OCCCCOCC(=O)O 2-(4-((5-(methoxycarbonyl)pyrazin-2-yl)oxy)butoxy)acetic acid